OC[C@H](C1=CC=CC=C1)NC1=NC(=NC=C1C1=NC=NO1)NC1=CC(=C(C(=O)NC)C=C1)C 4-[[4-[[(1S)-2-hydroxy-1-phenyl-ethyl]amino]-5-(1,2,4-oxadiazol-5-yl)pyrimidin-2-yl]amino]-N,2-dimethyl-benzamide